cis-N-ethyl-2-((3'-methoxybiphenyl-3-yl)methyl)-3-((methylsulfonyl)amino)piperidine-1-carboxamide C(C)NC(=O)N1[C@H]([C@H](CCC1)NS(=O)(=O)C)CC=1C=C(C=CC1)C1=CC(=CC=C1)OC